NCC1=CC=C(C=C1)NC(=O)C1=CC2=C(OCCC3=C2SC=C3)C=C1C=1C(=NC(=CC1)C(NC1CCOCC1)=O)C(=O)O 3-(9-((4-(aminomethyl)phenyl)carbamoyl)-4,5-dihydrobenzo[b]thieno[2,3-d]oxepin-8-yl)-6-((tetrahydro-2H-pyran-4-yl)carbamoyl)picolinic acid